ClC=1C(=NC(=NC1)N[C@@H]1C([C@H]2CO[C@@H]([C@H]1O)O2)(F)F)C=2C=C(C1=C(N(C(=N1)C(C)(C)O)C(C)C)C2)F (1R,3S,4S,5R)-3-((5-chloro-4-(4-fluoro-2-(2-hydroxypropan-2-yl)-1-isopropyl-1H-benzo[d]imidazol-6-yl)pyrimidin-2-yl)amino)-2,2-difluoro-6,8-dioxabicyclo[3.2.1]octan-4-ol